CN(CCC1=CNC2=CC=C(C=C12)OC(CCCC(=O)O)=O)C 5-((3-(2-mono(dimethylamino)ethyl)-1H-indol-5-yl)oxy)-5-oxopentanoic acid